COCCS(=O)(=O)C1=CC=C(O1)C(=O)O 5-(2-methoxyethylsulfonyl)furan-2-carboxylic acid